phosphoribosyl-5-amino-4-imidazolecarboxamide P(=O)(O)(O)NC(=O)C=1N=C(NC1N)C1[C@H](O)[C@H](O)[C@H](O1)CO